4-((1-benzylpiperidin-4-yl)amino)-4-oxobutanoic acid C(C1=CC=CC=C1)N1CCC(CC1)NC(CCC(=O)O)=O